benzyl (1-(tert-butyl)-3-(3-(4-(tert-butyl)pyrimidin-2-yl)cyclopent-2-en-1-yl)-1H-pyrazol-5-yl)carbamate C(C)(C)(C)N1N=C(C=C1NC(OCC1=CC=CC=C1)=O)C1C=C(CC1)C1=NC=CC(=N1)C(C)(C)C